N-[(1S)-2-methyl-1-[[(4-methylbenzoyl)amino]methyl]propyl]carbamic acid CC([C@@H](CNC(C1=CC=C(C=C1)C)=O)NC(O)=O)C